2-(2H-benzotriazol-2-yl)-6-dodecyl-4-methyl-phenol N=1N(N=C2C1C=CC=C2)C2=C(C(=CC(=C2)C)CCCCCCCCCCCC)O